C1(=CC=CC=C1)C=1C(=C(C(C(=O)O)=CC1)C(=O)O)C1=CC=CC=C1.C(C=1C(C(=O)OC2=CC=CC=C2)=CC=CC1)(=O)OC1=CC=CC=C1 diphenyl phthalate (diphenylphthalate)